C=C1OC(C2=CC=CC=C12)=O 3-methylideneisobenzofuran-1(3H)-one